NC1=NC=CC=C1C1=NC=2C(=NC(=CC2)C2=CC=CC=C2)N1C=1C=CC(=NC1)C(=O)NC1=CC(=C(C(=O)OC)C=C1)C methyl 4-(5-(2-(2-aminopyridin-3-yl)-5-phenyl-3H-imidazo[4,5-b]pyridin-3-yl)picolinamido)-2-methylbenzoate